[Na].C(#N)N1CC2=CC=CC(=C2C1)NC(C1=CC=C(C=C1)COC)=O N-(2-cyanoisoindolin-4-yl)-4-(methoxymethyl)benzamide Sodium